OC[C@]1([C@@H](O)[C@H](O)[C@H](O1)CO)N[C@@H](CC(C)C)C(=O)O α-fructosylleucine